tri(3-hydroxypropyl)phosphine oxide OCCCP(CCCO)(CCCO)=O